N-(1-(oxazol-2-yl)ethyl)-8-(4-(trifluoromethyl)cyclohex-1-en-1-yl)quinoline-3-carboxamide O1C(=NC=C1)C(C)NC(=O)C=1C=NC2=C(C=CC=C2C1)C1=CCC(CC1)C(F)(F)F